C1(CCC1)N1C(N(CCC1)CC(CN1C2=CC=C(C=C2C=2C=C(C=CC12)F)F)O)=O 1-cyclobutyl-3-(3-(3,6-difluoro-9H-carbazol-9-yl)-2-hydroxypropyl)tetrahydropyrimidin-2(1H)-one